C(C)[C@H]1N(C[C@@H](NC1)C)C(=O)[O-] (2R,5S)-2-ethyl-5-methylpiperazine-1-carboxylate